4-benzyloxy-2-[2-(3,4-difluoro-2-methyl-phenoxy)-4-methyl-5-(trifluoromethyl)-3-pyridinyl]-5-pyrazol-1-yl-1,6-naphthyridine C(C1=CC=CC=C1)OC1=CC(=NC2=CC=NC(=C12)N1N=CC=C1)C=1C(=NC=C(C1C)C(F)(F)F)OC1=C(C(=C(C=C1)F)F)C